C=1(C(=CC=C2C=CC=CC12)C1=CC2=CC=CC=C2C=C1)O (S)-2,2'-binaphthol